FC=1C(=C(C=CC1F)[C@H]1[C@@H](O[C@]([C@H]1C)(C(F)(F)F)C)C(=O)NC=1C=NC(=CC1)C(COC)O)OC |o1:8,9,11,12| rel-(2R,3S,4S,5R)-3-(3,4-difluoro-2-methoxyphenyl)-N-(6-(1-hydroxy-2-methoxyethyl)pyridin-3-yl)-4,5-dimethyl-5-(trifluoromethyl)tetrahydrofuran-2-carboxamide